ClC1=CC=C(C=C1)C1=C(C=C(C=C1)CN1CCN(CC1)C(=O)OC(C)(C)C)[C@@H](C1CCN(CC1)C1=CC=C(C=C1)C(=O)OC)O tert-butyl (R)-4-((4'-chloro-2-(hydroxy(1-(4-(methoxycarbonyl)phenyl)piperidin-4-yl)methyl)-[1,1'-biphenyl]-4-yl)methyl)piperazine-1-carboxylate